ClC=1C=CC2=C(N=C(O2)C2CC3(CC(C3)NC(=O)C=3OC(=CC3)S3(NCCC3)=O)C2)C1 N-[6-(5-chloro-1,3-benzoxazol-2-yl)spiro[3.3]heptan-2-yl]-5-(1-oxo-4,5-dihydro-3H-isothiazol-1-yl)furan-2-carboxamide